(2S,3R)-3-hydroxy-2-((2-(4-methoxybenzyl)-1-oxo-2,5-diazaspiro[3.4]octan-7-yl)amino)butanamide O[C@@H]([C@@H](C(=O)N)NC1CNC2(CN(C2=O)CC2=CC=C(C=C2)OC)C1)C